Ethylbenzofuran C(C)C=1OC2=C(C1)C=CC=C2